3-[4-(cyclopentyloxy)phenyl]propanoic acid C1(CCCC1)OC1=CC=C(C=C1)CCC(=O)O